bismuth, sodium salt [Na].[Bi]